Cl.CN1CC2(C1)CNC2 2-methyl-2,6-diazaspiro[3.3]heptane hydrochloride